(3S,7aR,11aR)-3-isopropyl-9-[[6-(trifluoromethyl)-3-pyridyl]methyl]-2,3,6,7,7a,8,10,11-octahydrooxazolo[2,3-j][1,6]naphthyridin-5-one C(C)(C)[C@H]1CO[C@@]23CCN(C[C@H]3CCC(N21)=O)CC=2C=NC(=CC2)C(F)(F)F